6-isopropyl-2-((6-(8-methyl-2,3-dihydro-1H-pyrido[2,3-b][1,4]oxazin-7-yl)-2,7-naphthyridin-3-yl)amino)-5,6-dihydro-4H-pyrazolo[1,5-d][1,4]diazepin-7(8H)-one C(C)(C)N1C(CN2C(CC1)=CC(=N2)NC=2N=CC1=CN=C(C=C1C2)C2=C(C1=C(OCCN1)N=C2)C)=O